3-{3-(4-fluorophenyl)-4-[6-(1H-imidazol-4-yl)furo[2,3-d]pyrimidin-4-yl]-1H-pyrazol-1-yl}-1λ6-thietane-1,1-dione FC1=CC=C(C=C1)C1=NN(C=C1C=1C2=C(N=CN1)OC(=C2)C=2N=CNC2)C2CS(C2)(=O)=O